C(C)OC1N(C(NC1O)=O)C 4-ethoxy-5-hydroxy-3-methyl-imidazolidin-2-one